FC1(CC2(C1)CN(CC2)CCNC(OCC2=CC=CC=C2)=O)F benzyl N-(2-{2,2-difluoro-6-azaspiro[3.4]octan-6-yl}ethyl)carbamate